1-(6-cyclopropyl-4-hydroxy-2-methoxypyridin-3-yl)-3-(dimethylamino)prop-2-en-1-one C1(CC1)C1=CC(=C(C(=N1)OC)C(C=CN(C)C)=O)O